FC=1C=CC2=C(C(=NO2)C(C)S(=O)(=O)N)C1 1-(5-Fluorobenzo[d]isoxazol-3-yl)ethane-1-sulphonamide